1-[2-[2-fluoro-4-[3-[1-[5-(methoxymethyl)pyrimidin-2-yl]-4-piperidyl]propoxy]phenyl]acetyl]-N-[2-[[2-hydroxy-1,1-bis(hydroxymethyl)ethyl]carbamoylamino]ethyl]azetidine-3-carboxamide FC1=C(C=CC(=C1)OCCCC1CCN(CC1)C1=NC=C(C=N1)COC)CC(=O)N1CC(C1)C(=O)NCCNC(NC(CO)(CO)CO)=O